C(C1=CC=CC=C1)(=O)O.C1(=CC=CC=C1)S(=O)(=O)O benzenesulfonic acid, benzoate salt